C(C)(C)(C)C1=CC(=C2CCC(C2=C1)(C)C)C(C)=O 1-(6-tert-butyl-1,1-dimethyl-2,3-dihydroinden-4-yl)ethanone